4-chlorobenzyl (R)-(4-((2-oxo-5-(pyridin-3-yl)pyrrolidin-1-yl)methyl)phenyl)carbamate O=C1N([C@H](CC1)C=1C=NC=CC1)CC1=CC=C(C=C1)NC(OCC1=CC=C(C=C1)Cl)=O